P(=O)(OCCCl)(Cl)Cl (2-chloroethyl) dichlorophosphate